O1S(NCC1)(=O)=O 1,2,3-oxathiazolidine-2,2-dioxide